C(#N)C1=CC=C(C=N1)NCCC1OCC(CO1)(CO)NC(OC(C)(C)C)=O tert-butyl ((2r,5r)-2-(2-((6-cyanopyridin-3-yl)amino)ethyl)-5-(hydroxymethyl)-1,3-dioxan-5-yl)carbamate